tin phenoxide [O-]C1=CC=CC=C1.[Sn+4].[O-]C1=CC=CC=C1.[O-]C1=CC=CC=C1.[O-]C1=CC=CC=C1